1-(3-Carboxypropionylamino)-5-ethylphenazin-5-ium C(=O)(O)CCC(=O)NC1=CC=CC2=[N+](C3=CC=CC=C3N=C12)CC